CC(C(C)C1=CC=CC=C1)(O)C α,α-dimethyl-phenylpropanol